FC(C1=CC=CC(=N1)NC(=O)C=1N=CC=2N(C1)C=C(N2)C2CCOCC2)F N-[6-(difluoromethyl)-2-pyridyl]-2-tetrahydropyran-4-yl-imidazo[1,2-a]pyrazine-6-carboxamide